OCCN1CCC(CC1)C(=O)N1CC=2C=CC(=NC2CC1)NC=1N=CC2=C(N1)C(=NC(=C2)[C@@H](C)O)N2CCCCC2 [1-(2-hydroxyethyl)piperidin-4-yl]-[2-[[6-[(1R)-1-hydroxyethyl]-8-piperidin-1-ylpyrido[3,4-d]pyrimidin-2-yl]amino]-7,8-dihydro-5H-1,6-naphthyridin-6-yl]methanone